1-(4-(2-(3-(4-(tert-Butyl)piperazin-1-yl)phenyl)-3-hydroxy-6-methylpyridin-4-yl)-2-chlorophenyl)-3-(trideuteromethyl)-1H-imidazol-2(3H)-one C(C)(C)(C)N1CCN(CC1)C=1C=C(C=CC1)C1=NC(=CC(=C1O)C1=CC(=C(C=C1)N1C(N(C=C1)C([2H])([2H])[2H])=O)Cl)C